C(#N)C(C)=CC=CN(C)C 2-cyano-5-dimethylamino-2,4-pentadiene